6-chloro-N-(3-nitro-4-pyridinyl)pyridin-3-amine ClC1=CC=C(C=N1)NC1=C(C=NC=C1)[N+](=O)[O-]